NC=1C=CC(=NC1)N1N=C(C(=C1)C1=CN=C(N1C)C(=O)NC1=CC(=C(C=C1)C(=O)N1[C@H](CNC[C@H]1C)C)Cl)C(F)(F)F 5-[1-(5-amino-2-pyridyl)-3-(trifluoromethyl)pyrazol-4-yl]-N-[3-chloro-4-[(2s,6r)-2,6-dimethylpiperazine-1-carbonyl]phenyl]-1-methyl-imidazole-2-carboxamide